C1(=CC=C(C=C1)C(C1=CC=C(C=C1)C)=C1N(C(C2=CC=CC=C12)=O)C)C (di-p-tolylmethylene)-2-methylisoindolin-1-one